tert-Butyl {(1R,3R)-1-hydroxy-1-[4-(hydroxymethyl)-1,3-thiazol-2-yl]-4-methylpentan-3-yl}carbamate O[C@H](C[C@H](C(C)C)NC(OC(C)(C)C)=O)C=1SC=C(N1)CO